CN1N=C(C2=CC=CC=C12)C#N 1-methyl-1H-indazole-3-carbonitrile